N[C@@H](CO)CC1=C(C=2N=NC=C(C2S1)NCC=1SC=CC1)Br (2R)-2-amino-3-(7-bromo-4-{[(thiophen-2-yl)methyl]amino}thieno[3,2-c]pyridazin-6-yl)propan-1-ol